(R)-6-chloro-3-((1-(2-(4-(3-fluoropyridin-2-yl)piperazin-1-yl)-3,6-dimethyl-4-oxo-3,4-dihydroquinazolin-8-yl)ethyl)amino)-N-(methylsulfonyl)picolinamide ClC1=CC=C(C(=N1)C(=O)NS(=O)(=O)C)N[C@H](C)C=1C=C(C=C2C(N(C(=NC12)N1CCN(CC1)C1=NC=CC=C1F)C)=O)C